2-ethyl-1,3,4-trimethylimidazolephthalic acid C(C)C1(N(C=C(N1C)C)C)C=1C=CC=C(C1C(=O)O)C(=O)O